1-Methyl-1-Ethoxy-1-silacyclopentane C[Si]1(CCCC1)OCC